1-((2S,3S,5R)-5-(5-fluoro-2,4-dioxo-3,4-dihydropyrimidin-1(2H)-yl)-3-hydroxytetrahydrofuran-2-yl)cyclobutyl dihydrogen phosphate P(=O)(OC1(CCC1)[C@H]1O[C@H](C[C@@H]1O)N1C(NC(C(=C1)F)=O)=O)(O)O